diethyl L-tartrate C(=O)(OCC)[C@H](O)[C@@H](O)C(=O)OCC